C(C1=CC=CC=C1)OC(=O)N(C1(CN(CCC1)C(=O)OC(C)(C)C)CCC1=CC(=CC=C1)C(F)(F)F)C tert-Butyl 3-(((benzyloxy)carbonyl)(methyl)amino)-3-(3-(trifluoromethyl)phenethyl)-piperidine-1-carboxylate